N[C@H]1CC(N(CC1)CC1=CC=CC=C1)=O (R)-4-amino-1-benzylpiperidin-2-one